C(C=C)[Si](O[Si](C)(C)C)(C)C allyl-pentamethyldisiloxane